NC1=CC2=C(CCN(CC2)C(=O)OC(C)(C)C)C=C1OC tert-butyl 7-amino-8-methoxy-1,2,4,5-tetrahydro-3H-benzo[d]azepine-3-carboxylate